tris-(2-furanyl)phosphine O1C(=CC=C1)P(C=1OC=CC1)C=1OC=CC1